OC1=C(C=C(C=C1)C)C1(CCCCC1)C=1C=C(C=CC1O)C 1,1-bis(4-hydroxy-3-tolyl)cyclohexane